C(#N)C=1C(=C(C(=NC1)C(=O)NC=1C=C2C(=NNC2=CC1)C1=CC(=NO1)C)C)C 5-Cyano-3,4-dimethyl-N-(3-(3-methylisoxazol-5-yl)-1H-indazol-5-yl)picolinamide